tert-butyl (1r,3s,5s)-3-(ethylamino)-8-azabicyclo[3.2.1]octane-8-carboxylate C(C)NC1C[C@H]2CC[C@@H](C1)N2C(=O)OC(C)(C)C